[4-({(R,3R,4S)-3-({[tert-butyl(dimethyl)silyl]oxy}methyl)-4-[(triisopropylsilyl)oxy]cyclopentyl}amino)pyrimidin-5-yl][4-(2-phenylethyl)-2-thienyl]methanone [Si](C)(C)(C(C)(C)C)OC[C@H]1C[C@H](C[C@@H]1O[Si](C(C)C)(C(C)C)C(C)C)NC1=NC=NC=C1C(=O)C=1SC=C(C1)CCC1=CC=CC=C1